Stearidonic Acid C(CCCC\C=C/C\C=C/C\C=C/C\C=C/CC)(=O)O